F[C@@H]1CNCC[C@@H]1OC (3R,4S)-3-Fluoro-4-methoxypiperidine